CC1=C(C(=O)N2CCC(CC2)C2=C(C#N)C=CC=C2)C=C(C(=C1)C)C1=NN=C(N1)CC1COCC1 (1-(2,4-dimethyl-5-(5-((tetrahydrofuran-3-yl)methyl)-4H-1,2,4-triazol-3-yl)benzoyl)piperidin-4-yl)benzonitrile